C(C)(=O)[O-].C(CCCCCCCCCCCCC)(=O)[O-].[In+3].NC1=CC=C(C=C1)N1[C@H](OCC1=O)C1=NN(C=C1C1=CC=C(C=C1)F)C1=CC=C(C=C1)Br (2R)-3-(4-aminophenyl)-2-(1-(4-bromophenyl)-4-(4-fluorophenyl)-1H-pyrazol-3-yl)oxazolidin-4-one indium(III) myristate acetate